C(C=C)(=O)N1C[C@@H](N(CC1)C1=NC(=NC=2CC(CCC12)C1=CC(=CC2=CC=CC=C12)O)OCC1CCC(N1)=O)C 5-(((4-((S)-4-acryloyl-2-methylpiperazin-1-yl)-7-(3-hydroxynaphthalen-1-yl)-5,6,7,8-tetrahydroquinazolin-2-yl)oxy)methyl)pyrrolidin-2-one